Cl.COC([C@@H](CC1=CC(=CC=C1)O)N)=O (2R)-2-amino-3-(3-hydroxyphenyl)propionic acid methyl ester hydrochloride